C(C)OC(=O)C1=NN(C(=C1)CCC1=C(C(=CC=C1F)N)F)CC1=CC=C(C=C1)OC.BrC=1C=C2C(C(NC2=CC1)=O)=NN=C1SCC(N1C1=CC(=C(C=C1)F)F)=O 5-bromo-3-(2-(3-(3,4-difluorophenyl)-4-oxothiazolidin-2-ylidene)hydrazono)indol-2-one ethyl-5-[2-(3-amino-2,6-difluorophenyl)ethyl]-1-[(4-methoxyphenyl)methyl]pyrazole-3-carboxylate